1-(tert-butyl) 3-methyl 3-(cyanomethyl)pyrrolidine-1,3-dicarboxylate C(#N)CC1(CN(CC1)C(=O)OC(C)(C)C)C(=O)OC